C1=CC(=CC=C1NC(=O)NC2=CC(=C(C=C2)Cl)Cl)Cl 3,4,4'-trichlorodiphenylurea